6-chloro-4-phenyl-2-(piperidin-1-yl)-3-(1H-tetrazol-5-yl)quinoline ClC=1C=C2C(=C(C(=NC2=CC1)N1CCCCC1)C1=NN=NN1)C1=CC=CC=C1